4-((R)-1-(((R)-((R)-7-(1-methyl-1H-pyrazol-4-yl)-2-oxo-2,3-dihydro-1H-pyrido[2,3-b][1,4]oxazin-3-yl)(phenyl)methyl)amino)propan-2-yl)benzonitrile CN1N=CC(=C1)C1=CC2=C(O[C@@H](C(N2)=O)[C@@H](C2=CC=CC=C2)NC[C@H](C)C2=CC=C(C#N)C=C2)N=C1